adamantaneacetyl chloride C12(CC3CC(CC(C1)C3)C2)CC(=O)Cl